FC1=C(C(=O)OC)C(=CC=C1\C=C\C1=CC=C(C=C1)[N+](=O)[O-])C methyl (E)-2-fluoro-6-methyl-3-(4-nitrostyryl)benzoate